C(CC)C(COC(=O)C1CCC(CC1)C(=O)OCC(CCCCC)CCC)CCCCC cyclohexane-1,4-dicarboxylic acid di(2-propylheptyl) ester